[O-2].[Zr+4].[In+3].[Zn+2] zinc indium zirconium oxide